C(C)(=O)O[C@H]1CN[C@@H]([C@@H]1OC(NCC1=CC(=CC=C1)F)=O)CC1=CC=C(C=C1)C1=CN=CO1 (3S,4S,5R)-4-({[(3-fluorophenyl)methyl]carbamoyl}oxy)-5-{[4-(1,3-oxazol-5-yl)phenyl]methyl}pyrrolidin-3-yl acetate